C(CCCCCCC)N=C=O Octylisocyanat